2-methoxy-2-methyl-1-(3-methyldimethoxysilylpropyl)-1-aza-2-silacyclopentane CO[Si]1(N(CCC1)CCC[Si](OC)(OC)C)C